5-methyl-2'-deoxycytidine 5'-monophosphorothioate P(O)(O)(=S)OC[C@@H]1[C@H](C[C@@H](O1)N1C(=O)N=C(N)C(=C1)C)O